4-methyl-6-(4-(1-trityl-1H-pyrazol-4-yl)phenoxy)pyridin-3-amine CC1=C(C=NC(=C1)OC1=CC=C(C=C1)C=1C=NN(C1)C(C1=CC=CC=C1)(C1=CC=CC=C1)C1=CC=CC=C1)N